tert-Butyl 4-(3-((2-cyano-4-fluorophenoxy)methyl)phenoxy)piperidine-1-carboxylate C(#N)C1=C(OCC=2C=C(OC3CCN(CC3)C(=O)OC(C)(C)C)C=CC2)C=CC(=C1)F